NC1=NC=C(C(=N1)C)C=1N=CN2C1N(C(C1=CC(=CC(=C21)C(C)NC=2C(=NC(=CC2)Cl)C=2N=NN(N2)C)C)=O)C 3-(2-amino-4-methylpyrimidin-5-yl)-9-(1-((6-chloro-2-(2-methyl-2H-tetrazol-5-yl)pyridin-3-yl)amino)ethyl)-4,7-dimethylimidazo[1,5-a]quinazolin-5(4H)-one